C[Si](OC(O[Si](C)(C)C)(O[Si](C)(C)C)C(=C(O[Si](C)(C)C)O[Si](C)(C)C)C1=CC=CC=C1)(C)C tris[trimethylsiloxy]methyl-bis(trimethylsiloxy)styrene